7-(4,4,5,5-Tetramethyl-1,3,2-dioxaborolan-2-yl)-4-(trifluoromethyl)-1H-indazole CC1(OB(OC1(C)C)C=1C=CC(=C2C=NNC12)C(F)(F)F)C